3,5-dichlorosalicylaldehyde ClC1=C(C(C=O)=CC(=C1)Cl)O